C(C)(C)(C)OC(=O)C1=CC=NC2=CC=C(C=C12)N1C(OC2(CC1)CCCCC2)=O.C(C)(C)(C)N2CCC(CC2)\C=C(/C(=O)OCC)\C (Z)-tert-butyl-4-(3-ethoxy-2-methyl-3-oxoprop-1-enyl)piperidine tert-Butyl-6-(2-oxo-1-oxa-3-azaspiro[5.5]undecan-3-yl)quinoline-4-carboxylate